N-(4-((3S,5R)-3-amino-5-methylpiperidin-1-yl)-5-methylpyridin-3-yl)-2,2',6,6'-Tetrafluoro-4'-methoxy-[1,1'-biphenyl]-3-carboxamide dihydrochloride Cl.Cl.N[C@@H]1CN(C[C@@H](C1)C)C1=C(C=NC=C1C)NC(=O)C=1C(=C(C(=CC1)F)C1=C(C=C(C=C1F)OC)F)F